3-(1-hydroxy-1,2-dihydroanthracene-2-yl)-2-oxo-3-phenylindoline-1-carboxylic acid tert-butyl ester C(C)(C)(C)OC(=O)N1C(C(C2=CC=CC=C12)(C1=CC=CC=C1)C1C(C2=CC3=CC=CC=C3C=C2C=C1)O)=O